N1(CCNCC1)CC1CCN(CC1)C1=CC=CC=N1 6-(4-(piperazin-1-ylmethyl)piperidin-1-yl)pyridin